CN(/N=C/C1=NC=C(C=C1)C(F)(F)F)C(=O)N1CCC1 (E)-N-methyl-N'-((5-(trifluoromethyl)pyridin-2-yl)methylene)azetidine-1-carbohydrazide